[Ti].[Ge] germanium-titanium